3-methyl-1-(tetrahydropyran-2-yl)-1H-pyrazole CC1=NN(C=C1)C1OCCCC1